heneicosandiol C(CCCCCCCCCCCCCCCCCCCC)(O)O